4-Bromo-3-methylamino-6-pentafluoroethyl-Pyridazine decyl-(2-(4-(tridecan-7-yl)-1,4-diazepan-1-yl)ethyl)hydrogenphosphate C(CCCCCCCCC)C(COP(=O)(O)O)N1CCN(CCC1)C(CCCCCC)CCCCCC.BrC1=C(N=NC(=C1)C(C(F)(F)F)(F)F)NC